ClC=1C(NC(=C(C1)[N+](=O)[O-])OC)C=1CCN(CC1)C(=O)OC(C)(C)C tert-butyl 3-chloro-6-methoxy-5-nitro-3',6'-dihydro-[2,4'-bipyridine]-1'(2H)-carboxylate